1-(1H-indol-3-yl)butan-2-amine N1C=C(C2=CC=CC=C12)CC(CC)N